8-(4-(2-(2-Aminopyridin-3-yl)-5-phenyl-3H-imidazo[4,5-b]pyridin-3-yl)benzyl)-3,8-diazabicyclo[3.2.1]octane-3-carbonitrile NC1=NC=CC=C1C1=NC=2C(=NC(=CC2)C2=CC=CC=C2)N1C1=CC=C(CN2C3CN(CC2CC3)C#N)C=C1